BrC=1C=CC=2N(C1)C=C(N2)NC(=O)C2CC2 N-(6-bromoimidazo[1,2-a]pyridin-2-yl)cyclopropanecarboxamide